perfluoro-2-butene FC(C(=C(C(F)(F)F)F)F)(F)F